N-(4-cyanonaphthalen-1-yl)-2-methyl-2-(4-(piperazin-1-ylmethyl)-1H-pyrazol-1-yl)propanamide C(#N)C1=CC=C(C2=CC=CC=C12)NC(C(C)(N1N=CC(=C1)CN1CCNCC1)C)=O